tert-butyl-N-((benzyloxy)carbonyl)-O-(tert-butyl)-L-serine C(C)(C)(C)N([C@@H](COC(C)(C)C)C(=O)O)C(=O)OCC1=CC=CC=C1